C(CCC)OC1=CSC=C1OCCCC 3,4-dibutoxythiophene